BrC1=CC=C(C=C1)C(C=CC1=CC=C(C=C1)N(C)CCO)=O 1-(4-Bromophenyl)-3-[4-[2-hydroxyethyl(methyl)amino]phenyl]prop-2-en-1-one